NC=1N=C(C2=C(N1)C=C(S2)I)N[C@H]2[C@H](CCC2)O (1S,2R)-2-((2-amino-6-iodothieno[3,2-d]pyrimidin-4-yl)amino)cyclopentanol